NC1=NC=CC(=C1Cl)SC1=CN=C(C=2N1C=NC2)N2CCC1([C@@H](C=3N(N=C(C3)C)C1)N)CC2 (S)-1-(5-((2-amino-3-chloropyridin-4-yl)thio)imidazo[1,5-a]pyrazin-8-yl)-2'-methyl-4'h,6'h-spiro[piperidin-4,5'-pyrrolo[1,2-b]pyrazol]-4'-amine